ClC1(C(=O)N)C(C(=CC=C1)Cl)C 1,3-dichloro-methyl-benzamide